8-(3,6-dihydro-2H-[1,2'-bipyridin]-4-yl)imidazo[1,5-a]pyridine N1(CCC(=CC1)C=1C=2N(C=CC1)C=NC2)C2=NC=CC=C2